F[C@H]1C[C@H](N2N=C(C=C21)[S@@](=O)CC#N)C2=CC=CC=C2 ((S)-((4S,6S)-4-fluoro-6-phenyl-5,6-dihydro-4H-pyrrolo[1,2-b]pyrazol-2-yl)sulfinyl)acetonitrile